COC(=O)C1CC(C1)O[Si](C)(C)C(C)(C)C (1s,3s)-3-((tert-Butyldimethylsilyl)oxy)cyclobutane-1-carboxylic acid methyl ester